4,7-dichloro-1-((2-(trimethylsilyl)ethoxy)methyl)-1H-pyrazolo[3,4-d]pyridazine ClC1=C2C(=C(N=N1)Cl)N(N=C2)COCC[Si](C)(C)C